(1S,6S,11R,16R)-4-benzyl-17-oxa-4,10-diazatetracyclo[8.7.0.01,6.011,16]heptadecan-9-one C(C1=CC=CC=C1)N1CC[C@@]23[C@H](C1)CCC(N3[C@@H]3CCCC[C@H]3O2)=O